NC1=C(C2=CC(=CC=C2C(=C1)S(=O)(=O)Cl)S(=O)(=O)Cl)O 2-amino-4,7-dichlorosulfonyl-naphthol